C(CCCCC)C(C(=O)OCCCCCCCCCN(CCCNC(C=1C=C(C(=O)NCCCN(CCCCCCCCCOC(C(CCCCCC)CCCCCC)=O)CCCCCCCCCOC(C(CCCCCC)CCCCCC)=O)C=C(C1)C(NCCCN(C)C)=O)=O)CCCCCCCCCOC(C(CCCCCC)CCCCCC)=O)CCCCCC ((((5-((3-(dimethylamino)propyl)carbamoyl)isophthaloyl)bis(azanediyl))bis(propane-3,1-diyl))bis(azanetriyl))tetrakis(nonane-9,1-diyl) tetrakis(2-hexyloctanoate)